hydroxyethyl butenoate C(C=CC)(=O)OCCO